CN(C(CN1CCN(CC1)C)=O)C1=CC=C(C=C1)NC(=C1C(NC2=NC(=CC=C21)C(=O)OC)=O)C2=CC=CC=C2 methyl 3-(((4-(N-methyl-2-(4-methylpiperazin-1-yl) acetamido) phenyl) amino) (phenyl) methylene)-2-oxo-2,3-dihydro-1H-pyrrolo[2,3-b]pyridine-6-carboxylate